β-alanine methyl ester (methyl 3-aminopropanoate) CC(C(=O)O)CN.COC(CCN)=O